NC([C@H](CCC(=O)OC(C)(C)C)N1C(C2=CC=C(C=C2C1)C[C@@H]1[C@H](CCC(C1)C)NC(=O)OC(C)(C)C)=O)=O tert-butyl (4S)-5-amino-4-(5-(((1R,2S)-2-((tert-butoxycarbonyl)amino)-5-methylcyclohexyl)methyl)-1-oxoisoindolin-2-yl)-5-oxopentanoate